N-(3'-trimethoxysilylpropyl)-3-amino-2-methylpropyl-trimethoxysilane CO[Si](CCCNCC(C[Si](OC)(OC)OC)C)(OC)OC